Tert-butyl 6-chloropyrrolo[2,3-b]pyridine-1-carboxylate ClC1=CC=C2C(=N1)N(C=C2)C(=O)OC(C)(C)C